ClC1=CC=C(C=C1)C=1C(=CC=CC1)C=O 4'-chloro-[1,1'-biphenyl]-2-carbaldehyde